3,3-diphenylpropionamide hydrochloride Cl.C1(=CC=CC=C1)C(CC(=O)N)C1=CC=CC=C1